2,4,6-Tri(4-biphenylyl)-1,3,5-triazine C1(=CC=C(C=C1)C1=NC(=NC(=N1)C1=CC=C(C=C1)C1=CC=CC=C1)C1=CC=C(C=C1)C1=CC=CC=C1)C1=CC=CC=C1